C1OCC12CCN(CC2)[C@@H]2[C@H](CCC2)OC=2C=C1CN(C(C1=CC2)=O)C2C(NC(CC2)=O)=O 3-(5-(((1S,2S)-2-(2-oxa-7-azaspiro[3.5]nonan-7-yl)cyclopentyl)oxy)-1-oxoisoindolin-2-yl)piperidine-2,6-dione